NC=CC(C(F)(F)F)=O 4-amino-1,1,1-trifluoro-3-butene-2-one